1-[(4-methylphenyl)dioxy-lambda6-thio]-5-[4-(4-methylpiperazin-1-yl)phenyl]-3-(1-methylpyrazol-4-yl)pyrrolo[2,3-b]pyridine CC1=CC=C(C=C1)OO[SH4]N1C=C(C=2C1=NC=C(C2)C2=CC=C(C=C2)N2CCN(CC2)C)C=2C=NN(C2)C